N-(4-(((8-isopropyl-2-((tetrahydro-2H-pyran-4-yl)amino)pyrazolo[1,5-a][1,3,5]triazin-4-yl)amino)methyl)phenyl)propanamide C(C)(C)C=1C=NN2C1N=C(N=C2NCC2=CC=C(C=C2)NC(CC)=O)NC2CCOCC2